4-((4-(Chloromethyl)-2-cyclopropylphenoxy)methyl)-1-(methylsulfonyl)-piperidine ClCC1=CC(=C(OCC2CCN(CC2)S(=O)(=O)C)C=C1)C1CC1